2-methacrylamidoethyl 4-((4-amino-2-(pyridazin-4-yl)-1H-imidazo[4,5-c]quinolin-1-yl)methyl)benzylcarbamate NC1=NC=2C=CC=CC2C2=C1N=C(N2CC2=CC=C(CNC(OCCNC(C(=C)C)=O)=O)C=C2)C2=CN=NC=C2